O=C1NC(CCC1N1C(C2=CC=CC(=C2C1)C#CCCNC(=O)C1=CC=C(C=N1)C=1C=C2CCCN(C2=CC1)C=1C=C2C(=CNC2=C(C1)C(C)C)C(=O)NC)=O)=O 5-(6-(6-((4-(2-(2,6-Dioxopiperidin-3-yl)-1-oxoisoindolin-4-yl)but-3-yn-1-yl)carbamoyl)pyridin-3-yl)-3,4-dihydroquinolin-1(2H)-yl)-7-isopropyl-N-methyl-1H-indole-3-carboxamide